lithium phosphosulfuryl chloride P(=O)(=O)S(=O)(=O)Cl.[Li]